N-tert-butyl-4-[[2-[2-fluoro-5-hydroxy-4-(1-methylcyclopropyl)phenyl]acetyl]amino]pyridine-2-carboxamide C(C)(C)(C)NC(=O)C1=NC=CC(=C1)NC(CC1=C(C=C(C(=C1)O)C1(CC1)C)F)=O